CN1N=C(C(=C1C(=O)OC)[N+](=O)[O-])C methyl 1,3-dimethyl-4-nitro-1H-pyrazole-5-carboxylate